3-pentyl-1,6-hexanediol C(CCCC)C(CCO)CCCO